BrC1=C(N)C=C(C=C1)C(C)(C)C 2-bromo-5-(tert-butyl)aniline